(S)-cyclopropyl-(4-methylpyridin-2-yl)methanamine dihydrochloride Cl.Cl.C1(CC1)[C@H](N)C1=NC=CC(=C1)C